ClC=1C(NC(C1Cl)O)=O 3,4-dichloro-5-hydroxy-1,5-dihydro-2H-pyrrol-2-one